2-(3,5-dichlorophenyl)pyrimidine-4-carboxylic acid methyl ester COC(=O)C1=NC(=NC=C1)C1=CC(=CC(=C1)Cl)Cl